COC=1C=C(C=CC1OC)N1C2=C(C(=C(C1=O)C1=CC=C(C=C1)[N+](=O)[O-])C1=C(C=CC=C1)O)CN(C2=O)C2=C(C=CC=C2C)C 1-(3,4-dimethoxyphenyl)-6-(2,6-dimethylphenyl)-4-(2-hydroxyphenyl)-3-(4-nitrophenyl)-5,6-dihydro-1H-pyrrolo[3,4-b]pyridine-2,7-dione